ClC=1C=C(C=CC1F)NC(=O)C=1N(S(N=C(C1)C1=CN=C(S1)C)(=O)=O)C N-(3-chloro-4-fluorophenyl)-2-methyl-5-(2-methylthiazol-5-yl)-2H-1,2,6-thiadiazine-3-carboxamide 1,1-dioxide